3-bromo-6-chloro-1-methylpyridin-2(1H)-one BrC=1C(N(C(=CC1)Cl)C)=O